methyl (S)-2-((tert-butoxycarbonyl) amino)-5-oxo-5-(1,3,4,5-tetrahydro-2H-benzo[c]azepin-2-yl)pentanoate C(C)(C)(C)OC(=O)N[C@H](C(=O)OC)CCC(N1CC2=C(CCC1)C=CC=C2)=O